1,2,3-trihydroxybutane OCC(C(C)O)O